5-{5,7-difluoro-2-[5-(trifluoromethyl)pyridin-2-yl]-1H-indol-3-yl}-1,3,4-oxadiazol-2-ol FC=1C=C2C(=C(NC2=C(C1)F)C1=NC=C(C=C1)C(F)(F)F)C1=NN=C(O1)O